C(#N)C=1C=C2C(N(C(=NC2=CC1)[C@@H]1N(CCC1)C(=O)OC(C)(C)C)C1=CC=C(C=C1)OC)=O tert-butyl (R)-2-(6-cyano-3-(4-methoxyphenyl)-4-oxo-3,4-dihydroquinazolin-2-yl)pyrrolidine-1-carboxylate